2-bromo-6-difluoromethylbenzoic acid BrC1=C(C(=O)O)C(=CC=C1)C(F)F